2-(2,6-difluorophenyl)-5-(1-methyl-1H-pyrazol-4-yl)-N4-(1,2,3,4-tetrahydroisoquinolin-7-yl)pyrimidine-2,4-diamine FC1=C(C(=CC=C1)F)C1(NC=C(C(=N1)NC1=CC=C2CCNCC2=C1)C=1C=NN(C1)C)N